2-(4-isopropyl-1H-1,2,3-triazol-1-yl)-N-(4-(7-((1-isopropylpiperidin-4-yl)methoxy)-6-methoxyquinazolin-4-yl)phenyl)acetamide C(C)(C)C=1N=NN(C1)CC(=O)NC1=CC=C(C=C1)C1=NC=NC2=CC(=C(C=C12)OC)OCC1CCN(CC1)C(C)C